CC1=C2C(=NC(=C1)N)OCC2 4-methyl-2,3-dihydrofuro[2,3-b]pyridin-6-amine